[C@@H]1([C@@H](O)[C@H](O)[C@H](O1)CO)NC1=NC(NC=N1)=O l-β-D-arabinofuranosyl-5-azacytosine